4-(5-(3-amino-1-methyl-1H-pyrazol-5-yl)-5-hydroxyoctahydro-pentalen-2-yl)-N-(3-chloro-4-fluorophenyl)-1-methyl-1H-imidazole-5-carboxamide NC1=NN(C(=C1)C1(CC2CC(CC2C1)C=1N=CN(C1C(=O)NC1=CC(=C(C=C1)F)Cl)C)O)C